tert-butyl 2-((2-(pyridin-3-yl)-6-((4-(trifluoromethoxy) pyridin-2-yl) amino) pyrimidin-4-yl) amino)-8-azaspiro[4.5]decane-8-carboxylate N1=CC(=CC=C1)C1=NC(=CC(=N1)NC1CC2(CC1)CCN(CC2)C(=O)OC(C)(C)C)NC2=NC=CC(=C2)OC(F)(F)F